(2S)-2-[(tert-butoxycarbonyl)amino]-3-(6-fluoro-2,3-dimethylphenyl)butanoic acid C(C)(C)(C)OC(=O)N[C@H](C(=O)O)C(C)C1=C(C(=CC=C1F)C)C